ClC=1C=CC=2C(C3=CC=C(C=C3OC2C1)C)NC(=O)C=1C(NC(=CC1)C(F)(F)F)=O N-(3-chloro-6-methyl-9H-xanthen-9-yl)-2-oxo-6-(trifluoromethyl)-1,2-dihydropyridine-3-carboxamide